3,5-dimethyl-1-[5-(trifluoromethyl)-2-pyridyl]pyrazole-4-sulfonyl chloride CC1=NN(C(=C1S(=O)(=O)Cl)C)C1=NC=C(C=C1)C(F)(F)F